CCSN1CCN(CCN(CCN(CC1)CC(=O)O)CC(=O)O)CC(=O)O 10-(2-ethylthio)-1,4,7,10-tetraazacyclododecane-1,4,7-triacetic acid